4-[(trimethylsilyl)ethyl]-benzaldehyde C[Si](C)(C)CCC1=CC=C(C=O)C=C1